[Si](C)(C)(C(C)(C)C)NS(=O)(=N)C=1SC(=CC1C)C(C)(C)O N-(tert-butyldimethylsilyl)-5-(2-hydroxypropan-2-yl)-3-methylthiophene-2-sulfonimidamide